n-ethyl-4-(1-phenyl-2,3-dihydro-1H-benzo[d]pyrrolo[1,2-a]imidazol-7-yl)benzamide ethyl-5-chloro-4-(difluoromethyl)pyrimidine-2-carboxylate C(C)OC(=O)C1=NC=C(C(=N1)C(F)F)Cl.C(C)NC(C1=CC=C(C=C1)C1=CC2=C(N=C3N2C(CC3)C3=CC=CC=C3)C=C1)=O